rac-(1S*,2S*)-2-(3-chloro-2-nitrophenyl)-N-(6-(((6-cyclopropylimidazo[1,2-a]pyridin-2-yl)methyl)amino)pyrimidin-4-yl)cyclopropane-1-carboxamide ClC=1C(=C(C=CC1)[C@@H]1[C@H](C1)C(=O)NC1=NC=NC(=C1)NCC=1N=C2N(C=C(C=C2)C2CC2)C1)[N+](=O)[O-] |r|